N2-acetyl-N6-[(9H-fluoren-9-ylmethoxy)carbonyl]-L-lysyl-L-valyl-N5-carbamoyl-L-ornithine C(C)(=O)N[C@@H](CCCCNC(=O)OCC1C2=CC=CC=C2C=2C=CC=CC12)C(=O)N[C@@H](C(C)C)C(=O)N[C@@H](CCCNC(N)=O)C(=O)O